CN(CCCC)C N,N-dimethylbutane-1-amine